ClC1=C(C=CC(=C1)Cl)C1CCOC=C1 4-(2,4-dichlorophenyl)-3,4-dihydropyran